ClC=1N=C2N(C=CC=C2)C1C=O 2-CHLORO-IMIDAZO[1,2-A]PYRIDIN-3-CARBALDEHYDE